2-(4-(2-(7-(5-chloropyrimidin-2-yl)-7-azaspiro[3.5]nonan-2-yl)ethoxy)-2-fluorophenyl)acetic acid ClC=1C=NC(=NC1)N1CCC2(CC(C2)CCOC2=CC(=C(C=C2)CC(=O)O)F)CC1